CN(C)CC1=CC=C(C=C1)C1=CC(=CN1)CC 2-((dimethylamino)methyl)-5-(3-ethyl-1H-pyrrol-5-yl)benzol